tert-butyl N-[(3R)-1-[6-[azido(cyclopropyl)methyl]pyridazin-3-yl]-3-piperidyl]-N-(cyclobutylmethyl)carbamate N(=[N+]=[N-])C(C1=CC=C(N=N1)N1C[C@@H](CCC1)N(C(OC(C)(C)C)=O)CC1CCC1)C1CC1